ClC=1C(=CC=C2N=CC(=NC12)C=1C=NN(C1)CC1CN(C1)CC(=O)NC)OC1=CC2=C(N=C(N2)C)C=C1 2-[3-[[4-[8-chloro-7-[(2-methyl-3H-benzimidazol-5-yl)oxy]quinoxalin-2-yl]pyrazol-1-yl]methyl]azetidin-1-yl]-N-methyl-acetamide